CC([C@@H](C(=O)N1[C@@H]([C@H]2C([C@H]2C1)(C)C)C(=O)[O-])NC=1C(NC=CC1)=O)(C)C (1R,2S,5S)-3-[(2S)-3,3-dimethyl-2-[(2-oxo-1H-pyridin-3-yl)amino]butanoyl]-6,6-dimethyl-3-azabicyclo[3.1.0]hexane-2-carboxylate